(R)-N-(3-(4-hydroxybut-1-yn-1-yl)-1-(6-(3-methoxytetrahydrofuran-3-yl)-4-methylpyridin-2-yl)-1H-pyrrolo[3,2-c]pyridin-6-yl)acetamide OCCC#CC1=CN(C2=C1C=NC(=C2)NC(C)=O)C2=NC(=CC(=C2)C)[C@]2(COCC2)OC